BrC1=C(C=C(OC2CC3(C2)CCN(CC3)CC(=O)OCC)C=C1)C ethyl 2-[2-(4-bromo-3-methyl-phenoxy)-7-azaspiro[3.5]nonan-7-yl]acetate